C1(=CC=CC=2SC3=C(C21)C=CC=C3)C3(CC=CC2=C3SC3=C2C=CC=C3)N 4-dibenzothienyl-4-dibenzothiophenamine